C(#N)C1=CC(=NC=C1)N1C=C(C2=C1N=CN=C2N2C[C@H](N(C[C@@H]2C)C(=O)OC(C)(C)C)C)O tert-butyl (2R,5S)-4-(7-(4-cyanopyridin-2-yl)-5-hydroxy-7H-pyrrolo[2,3-d]pyrimidin-4-yl)-2,5-dimethylpiperazine-1-carboxylate